O=C1CC2C(O1)CC(C2)OC(C2=CC=CC=C2)=O 2-oxohexahydro-2H-cyclopenta[b]furan-5-ylbenzoate